N-{[(9H-fluoren-9-yl)methoxy]carbonyl}-3-iodo-L-phenylalanine C1=CC=CC=2C3=CC=CC=C3C(C12)COC(=O)N[C@@H](CC1=CC(=CC=C1)I)C(=O)O